FC=1C=C2C(=NC1)C[C@H](C1=C(O2)C=CC=C1)CN |o1:8| (R*)-(3-fluoro-10,11-dihydrobenzo[6,7]oxepino[3,2-b]pyridin-10-yl)methanamine